OC1=C(C(=CC=C1)OCCCCCCCCCCCCCCCCCC)C(\C=C\C1=CC=C(C=C1)O)=O (E)-1-(2-Hydroxy-6-octadecoxyphenyl)-3-(4-hydroxyphenyl)prop-2-en-1-one